1,2-difluoro-1,2-diallylethylene carbonate C1(OC(C(CC=C)(F)O1)(CC=C)F)=O